O[C@@H](C)C=1OC(=C(N1)C)C(=O)N1[C@H](C2=C(CC1)NC=N2)C2=NN1C(C=CC=C1C(F)(F)F)=C2 (2-((S)-1-hydroxyethyl)-4-methyloxazol-5-yl)((R)-4-(7-(trifluoromethyl)pyrazolo[1,5-a]pyridin-2-yl)-6,7-dihydro-1H-imidazo[4,5-c]pyridin-5(4H)-yl)methanone